CN1C=NC=C1C(=O)NC1=C(C=CC(=C1)C(NC1=CC=C(C=C1)C)=O)C 1-Methyl-N-{2-methyl-5-[(4-methylphenyl)carbamoyl]phenyl}-1H-imidazole-5-carboxamide